C(C)(=O)N1CCN(CC1)C1=NC2=CC=C(C=C2C=C1)CN1C[C@H](CC1)OC=1C=C2CN(C(C2=CC1)=O)[C@@H](CCC(=O)OC(C)(C)C)C(=O)N tert-butyl (S)-4-(5-(((S)-1-((2-(4-acetylpiperazin-1-yl) quinolin-6-yl) methyl) pyrrolidin-3-yl) oxy)-1-oxoisoindolin-2-yl)-5-amino-5-oxopentanoate